(2-(piperidin-4-yloxy)ethyl)carbamic acid tert-butyl ester C(C)(C)(C)OC(NCCOC1CCNCC1)=O